(2R,3S)-5-(benzyloxy)-3-(3,4,5-tris(benzyloxy)phenyl)-1,2,3,4-tetrahydronaphthalen-2-yl 3,4,5-tris(benzyloxy)benzoate C(C1=CC=CC=C1)OC=1C=C(C(=O)O[C@@H]2CC3=CC=CC(=C3C[C@H]2C2=CC(=C(C(=C2)OCC2=CC=CC=C2)OCC2=CC=CC=C2)OCC2=CC=CC=C2)OCC2=CC=CC=C2)C=C(C1OCC1=CC=CC=C1)OCC1=CC=CC=C1